CC1=CNC2=NC=C(C=C21)C=2C=C1CCOCC1=C(C2)C2N(CC2)C(=O)O.NC2=CC=CC(=N2)S(=O)(=O)NC2=NC(=C(C=C2)Cl)C2=C(C=C(C=C2F)F)F 6-amino-N-(5-chloro-6-(2,4,6-trifluorophenyl)pyridin-2-yl)pyridine-2-sulfonamide 2-(6-(3-methyl-1H-pyrrolo[2,3-b]pyridin-5-yl)isochroman-8-yl)azetidine-1-carboxylate